[Cl-].[Ce+3].[Cl-].[Cl-] Cerium(III) chloride